FC(C(C(C(C(F)(F)F)(C(F)(F)F)F)=O)(F)F)(OC(F)(F)F)F 1,1,2,2,4,5,5,5-octafluoro-1-trifluoromethoxy-4-trifluoroMethylpentan-3-one